ClC=1C=NC(=NC1)OC1=C(C=C(N)C=C1)C 4-((5-chloropyrimidin-2-yl)oxy)-3-methylaniline